bis-ethyl-hexyloxyphenol C(C)C1=C(C(=C(C=C1)O)OCCCCCC)CC